7,7-dimethyl-9-(trifluoromethyl)-6a,7,12,12a-tetrahydro-6H,13H-chromeno[3',4':5,6]thiopyrano[4,3-b]quinolone CC1(C2C(NC3=CC=C(C=C13)C(F)(F)F)C1=C(S(C2)=O)C=2C=CC=CC2OC1)C